4-(((R)-1-(3-(difluoromethyl)-2-fluorophenyl)ethyl)amino)-8-methylpyrido[2,3-d]Pyrimidin-7(8H)-one FC(C=1C(=C(C=CC1)[C@@H](C)NC=1C2=C(N=CN1)N(C(C=C2)=O)C)F)F